BENZYL (IMINO(4-(((S)-1-((2R,4S)-4-PHENYLPIPERIDINE-2-CARBONYL)AZETIDINE-2-CARBOXAMIDO)METHYL)PHENYL)METHYL)CARBAMATE DI-TRIFLUOROACETATE SALT FC(C(=O)O)(F)F.FC(C(=O)O)(F)F.N=C(C1=CC=C(C=C1)CNC(=O)[C@H]1N(CC1)C(=O)[C@@H]1NCC[C@@H](C1)C1=CC=CC=C1)NC(OCC1=CC=CC=C1)=O